COC(C1=C(C=C(C(=C1)Br)CBr)F)=O 5-bromo-4-(bromomethyl)-2-fluoro-Benzoic acid methyl ester